N-(6-bromopyridin-2-yl)-3-methoxy-1-methyl-1H-pyrazole-4-carboxamide BrC1=CC=CC(=N1)NC(=O)C=1C(=NN(C1)C)OC